FC=1C=C(C=CC1OC)N1CC(C1)C=O (3-fluoro-4-methoxy-phenyl)azetidine-3-carbaldehyde